CO[C@H]1CC[C@H](CC1)C1CN(C1)[C@@H]1[C@H](CCC1)OC=1C=C2CN(C(C2=CC1)=O)C12C(NC(C(C1)C2)=O)=O 1-(5-(((1S,2S)-2-(3-((cis)-4-methoxycyclohexyl)azetidin-1-yl)cyclopentyl)oxy)-1-oxoisoindolin-2-yl)-3-azabicyclo[3.1.1]heptane-2,4-dione